COC=1C=C(C(=O)[O-])C=C(C1)NCC=1OC=CN1 3-methoxy-5-((oxazol-2-ylmethyl)amino)benzoate